2-[[4-bromo-5-[4-[tert-butyl(dimethyl)silyl]oxybutyl]pyrazol-1-yl]methoxy]ethyl-trimethyl-silane BrC=1C=NN(C1CCCCO[Si](C)(C)C(C)(C)C)COCC[Si](C)(C)C